C(C)(C)(C)OC(=O)N1C[C@H](N(CC1)C(N(C)[C@H](C(=O)OC)C(C)C)=O)C (R)-4-(((S)-1-methoxy-3-methyl-1-oxobutan-2-yl)(methyl)carbamoyl)-3-methylpiperazine-1-carboxylic acid tert-butyl ester